CN1N=C(C(=C1)C1=CC(=NC2=C(N=CC=C12)C1=CC=NN1)N1CCOCC1)C 4-(1,3-dimethyl-1H-pyrazol-4-yl)-2-(morpholin-4-yl)-8-(1H-pyrazol-5-yl)-1,7-naphthyridine